2-(hydroxymethylene)-5-(2-bromo-4,5-dimethoxyphenyl)cyclohexane-1,3-dione OC=C1C(CC(CC1=O)C1=C(C=C(C(=C1)OC)OC)Br)=O